NCC=1C=C(C=CC1)C=1C=CC2=C(C(=CO2)COC2=C(C=CC=C2)CC(=O)OCC)C1 ethyl 2-(2-((5-(3-(aminomethyl)phenyl)benzofuran-3-yl)methoxy)phenyl)acetate